C1(CCCCC1)CCC(=O)OCCC(CCC(CCC(CCCCC)CCS[C@H]1[C@@H](CCCC1)OC(CCC1CCCCC1)=O)N(C)CCCCO)CCCCC |o1:28,29| 9-(2-(((1R*,2R*)-2-((3-cyclohexylpropanoyl)oxy)cyclohexyl)thio)ethyl)-6-((4-hydroxy-butyl)(methyl)amino)-3-pentyltetradecyl 3-cyclohexylpropanoate